O=C1NC(CCC1C=1C=C(C(=NC1)N1CCC(CC1)(O)CNC(OC(C)(C)C)=O)F)=O tert-butyl N-[[1-[5-(2,6-dioxo-3-piperidyl)-3-fluoro-2-pyridyl]-4-hydroxy-4-piperidyl]methyl]carbamate